Br[Si]1(C[Si](C1)(CCCC)Cl)CCCC 1-bromo-3-chloro-1,3-dibutyl-1,3-disilacyclobutane